C(=O)(O)CN(CCN(CC(=O)O)CC(=O)O)CC(NC=1C=NC(=CC1)C=1N=NC(=NN1)C1=NC=CC=C1)=O 2,2'-((2-((Carboxymethyl)(2-oxo-2-((6-(6-(pyridin-2-yl)-1,2,4,5-tetrazin-3-yl)pyridin-3-yl)amino)ethyl)amino)ethyl)azanediyl)diacetic acid